(trifluoromethoxy)cyclobutane-1-carboxylic acid FC(OC1(CCC1)C(=O)O)(F)F